tert-Butyl 8'-bromo-3'-methyl-2'-oxo-2',3'-dihydrospiro[azetidine-3,1'-pyrrolo[2,3-c]quinoline]-1-carboxylate BrC1=CC=2C3=C(C=NC2C=C1)N(C(C31CN(C1)C(=O)OC(C)(C)C)=O)C